2-(5-hydroxy-2,2-dimethyl-1,3-dioxan-5-yl)thiazole-5-sulfinic acid OC1(COC(OC1)(C)C)C=1SC(=CN1)S(=O)O